C(C)(C)C(C(=O)OCCCC)C(C(=O)OCCCC)C(C)C di-n-butyl 2,3-diisopropylbutanedioate